FC(C=1C=NC=CC1OC1CC2(C1)CCN(CC2)C(=O)OC(C)(C)C)(F)F tert-butyl 2-((3-(trifluoromethyl)pyridin-4-yl)oxy)-7-azaspiro[3.5]nonane-7-carboxylate